BrC=1C(=CC2=C(N=C3N2[C@@H](CC3)C)C1)F (R)-6-bromo-7-fluoro-1-methyl-2,3-dihydro-1H-benzo[d]pyrrolo[1,2-a]imidazole